1-(7-methyl-2-(3-methylisoxazol-4-yl)-3-(pyridin-3-yl)quinolin-5-yl)ethan-1-ol CC1=CC(=C2C=C(C(=NC2=C1)C=1C(=NOC1)C)C=1C=NC=CC1)C(C)O